tert-Butyl 4-(2-chlorobenzo[b]thiophen-4-yl)piperazine-1-carboxylate ClC1=CC2=C(S1)C=CC=C2N2CCN(CC2)C(=O)OC(C)(C)C